O=S1(NC(CN(C2=C1C=C(C(=C2)SC)O)C2=CC=CC=C2)(CCCC)CCCC)=O 1,1-dioxo-3,3-dibutyl-5-phenyl-7-methylthio-8-hydroxy-2,3,4,5-tetrahydro-1,2,5-benzothiadiazepine